dispiro[indoline-3,1'-cyclohexane-4',2''-[1,3]dioxolane] O1C2(OCC1)CCC1(CC2)CNC2=CC=CC=C21